COC(=O)C1=C(N=C(S1)NC(=O)C[C@H](CC(=O)O)NC(=O)C1=CC(=CC=C1)C1=NOC(=N1)C)C (3R)-4-{[5-(methoxycarbonyl)-4-methyl-1,3-thiazol-2-yl]carbamoyl}-3-{[3-(5-methyl-1,2,4-oxadiazol-3-yl)phenyl]formamido}butanoic acid